CC=1C(=NC(=CC1)NC1=NC=CC(=C1)OC(F)(F)F)C(=O)O 3-methyl-6-((4-(trifluoromethoxy)pyridin-2-yl)amino)picolinic acid